6-amino-1-(4-fluoro-3-methylphenyl)-5-hydroxy-2-methyl-1H-indole-3-carbonitrile NC1=C(C=C2C(=C(N(C2=C1)C1=CC(=C(C=C1)F)C)C)C#N)O